1lambda6-thiolane-1,1-dione S1(CCCC1)(=O)=O